ClC=1C=NC=C(C1[C@@H](C)OC=1C=C2C(=NNC2=CC1)C=1C=CC(=NC1)N1CC2(C1)CCCN(C2)C(=O)OC)Cl methyl 2-[5-[5-[(1R)-1-(3,5-dichloro-4-pyridyl)ethoxy]-1H-indazol-3-yl]-2-pyridyl]-2,8-diazaspiro[3.5]nonane-8-carboxylate